3-((S)-1-(8-amino-1-methylimidazo[1,5-a]pyrazin-3-yl)ethyl)-5-chloro-6-fluoro-2-isopropoxy-N-((1S,3R)-3-hydroxy-1-methylcyclobutyl)benzamide NC=1C=2N(C=CN1)C(=NC2C)[C@@H](C)C=2C(=C(C(=O)NC1(CC(C1)O)C)C(=C(C2)Cl)F)OC(C)C